C1(=CC=CC=C1)C(CN)CC(CCN)C1=CC=CC=C1 2,4-diphenyl-1,6-hexanediamine